dodecyl-tetradecyl-potassium phosphate P(=O)(O)(O)O.C(CCCCCCCCCCC)C(CCCCCCCCCCCCC)[K]